ClC1=C(C=C2C(=CNC2=C1)S(=O)(=O)NC1=NC(=C(C=C1F)Cl)OC)F 6-chloro-N-(5-chloro-3-fluoro-6-methoxypyridin-2-yl)-5-fluoro-1H-indole-3-sulfonamide